2-(difluoromethyl)-5-(3-fluoro-4-((4-(3-((1S,4S)-5-methyl-2,5-diazabicyclo[2.2.1]heptan-2-yl)phenyl)-1H-1,2,3-triazol-1-yl)methyl)phenyl)-1,3,4-oxadiazole FC(C=1OC(=NN1)C1=CC(=C(C=C1)CN1N=NC(=C1)C1=CC(=CC=C1)N1[C@@H]2CN([C@H](C1)C2)C)F)F